COC(C(CCCC)=O)=O methyl-2-oxohexanoate